ClC1=C(C=CC(=C1)Cl)C(C)O 1-(2,4-dichlorophenyl)ethane-1-ol